2-fluoro-4-(hydroxymethyl)-6-methoxybenzonitrile FC1=C(C#N)C(=CC(=C1)CO)OC